3-chloro-4-(5,6-dihydro-5-methyl-1,4,2-dioxazin-3-yl)-N-[[(4,6-dimethoxy-2-pyrimidinyl)amino]carbonyl]-1-methyl-1H-pyrazole-5-sulfonamide ClC1=NN(C(=C1C1=NOCC(O1)C)S(=O)(=O)NC(=O)NC1=NC(=CC(=N1)OC)OC)C